methoxyphosphonium CO[PH3+]